FC1=C(C=CC(=C1)N1C(OCC=N1)=O)C1=C(C=CC(=C1)F)F (2,2',5'-trifluorobiphenyl-4-yl)-3,6-dihydro-2H-1,3,4-oxadiazin-2-one